tert-butyl N-[7-fluoro-1-(2-methylsulfonylethyl)indazol-4-yl]carbamate FC=1C=CC(=C2C=NN(C12)CCS(=O)(=O)C)NC(OC(C)(C)C)=O